C(C)S(=O)(=O)C1=C(C=CC=C1)C(=O)N1CCNCC1 (2-ethylsulfonylphenyl)-piperazin-1-yl-methanone